(2S,2'S)-N,N'-(1,3-phenylene)bis(3-(4-hydroxyphenyl)-2-(2-mercaptoacetamido)propanamide) C1(=CC(=CC=C1)NC([C@H](CC1=CC=C(C=C1)O)NC(CS)=O)=O)NC([C@H](CC1=CC=C(C=C1)O)NC(CS)=O)=O